FC=1C(=C(C=CC1F)[C@H]1[C@@H](O[C@]([C@H]1C)(C(F)(F)F)C)C(=O)NC1=CC(=NC(=C1)C)C(=O)N)OC 4-[[(2R,3s,4s,5r)-3-(3,4-difluoro-2-methoxy-phenyl)-4,5-dimethyl-5-(trifluoromethyl)tetrahydrofuran-2-carbonyl]amino]-6-methyl-pyridine-2-carboxamide